C(CCCCCCCCC)C1=C(C=CC=C1)OC(NC1CC(CC(C1)(C)C)(C)CNC(=S)OC1=C(C=CC=C1)CCCCCCCCCC)=S 3-((decylphenoxy)thiocarbonylamino-methyl)-3,5,5-trimethylcyclohexylthiocarbamic acid (decylphenyl) ester